ClC1=NC(=CC(=N1)N1CC2(C=3C=NC(=CC31)NC(C)=O)CC2)C N-(1'-(2-chloro-6-methylpyrimidin-4-yl)-1',2'-dihydrospiro[cyclopropane-1,3'-pyrrolo[3,2-c]pyridin]-6'-yl)acetamide